C(C1=CC=CC=C1)OC(=O)N[C@@H](C(=O)OCC1=CC=CC=C1)CNC(C1=CC(=CC(=C1)C1(CCCC1)OC)F)=O (R)-benzyl 2-(((benzyloxy)carbonyl)amino)-3-(3-fluoro-5-(1-methoxycyclopentyl)benzamido)propanoat